1-Z-1,6-diaminohexane NCCCCCCN